C(N=C=S)(N=C=S)(N=C=S)N=C=S carbon isothiocyanate